O1CCN(CC1)CN morpholinomethanamine